bismuth-barium [Ba].[Bi]